CC(C)(C1=CC=C(C=C1)OC1=C(C=CC=C1)N)C1=CC=C(C=C1)OC1=C(C=CC=C1)N 4'-[(1-methylethylidene)bis(4,1-phenyleneoxy)]bis[benzenamine]